FC1(CN(CC12CN(C2)C(C=C)=O)C2=NC1=CC=CC=C1C(=N2)N[C@H](CC(=O)NC)CC(C)C)F (3S)-3-((2-(8,8-difluoro-2-(2-propenoyl)-2,6-diazaspiro[3.4]octan-6-yl)-4-quinazolinyl)amino)-N,5-dimethyl-hexanamide